(5'S,7a'R)-1-[6-(difluoromethyl)pyridine-3-carbonyl]-5'-(3,5-difluorophenyl)-tetrahydro-3'H-spiro-[piperidine-4,2'-pyrrolo[2,1-b][1,3]-oxazol]-3'-one FC(C1=CC=C(C=N1)C(=O)N1CCC2(C(N3[C@H](O2)CC[C@H]3C3=CC(=CC(=C3)F)F)=O)CC1)F